ClCCN1CC(C1)(F)CN1CCC(CC1)N1N=C2C=C(C(=CC2=C1)NC(=O)C=1C=NN2C1N=CC=C2)OCC2CC2 N-(2-(1-((1-(2-chloroethyl)-3-fluoroazetidin-3-yl)methyl)piperidin-4-yl)-6-(cyclopropylmethoxy)-2H-indazol-5-yl)pyrazolo[1,5-a]pyrimidine-3-carboxamide